O=[14CH][C@H](O)[C@@H](O)[C@H](O)CO D-Xylose-1-14C